5-((3-(Aminomethyl)azetidin-1-yl)methyl)-N-(4-((4-isobutylpiperidin-1-yl)sulfonyl)phenyl)-2-(N-methylmethylsulfonamido)benzamide dihydrochloride Cl.Cl.NCC1CN(C1)CC=1C=CC(=C(C(=O)NC2=CC=C(C=C2)S(=O)(=O)N2CCC(CC2)CC(C)C)C1)N(S(=O)(=O)C)C